C1(=CC=CC=C1)C=1C=C(C=C(C1)C1=CC=CC=C1)C1=CC=CC=C1 5'-phenyl-1,1':3',1''-terphenyl